(S)-3-(3-(1H-pyrazol-1-yl)phenyl)-3-(3-(4-hydroxy-1-methyl-2-oxo-1,2-dihydropyridin-3-yl)ureido)propanoic acid N1(N=CC=C1)C=1C=C(C=CC1)[C@H](CC(=O)O)NC(=O)NC=1C(N(C=CC1O)C)=O